N-[(1S)-5-[2-(2-aminopyridin-3-yl)-5-(pyrazol-1-yl)imidazo[4,5-b]pyridin-3-yl]-2,3-dihydro-1H-inden-1-yl]-4-[(dimethylcarbamoyl)amino]-3-formylbenzamide NC1=NC=CC=C1C1=NC=2C(=NC(=CC2)N2N=CC=C2)N1C=1C=C2CC[C@@H](C2=CC1)NC(C1=CC(=C(C=C1)NC(N(C)C)=O)C=O)=O